N1N=C(C=C1C(=O)N)C(=O)N 1H-Pyrazole-3,5-dicarboxamide